1-methyl-2,7-diphenyl-1H-pyrrolo[3,2-b]pyridine-3-carboxylic acid CN1C(=C(C2=NC=CC(=C21)C2=CC=CC=C2)C(=O)O)C2=CC=CC=C2